BrC=1C=C(C=2N(C1)N=CC2NC(=O)NC)OC 1-(6-Bromo-4-methoxypyrazolo[1,5-a]pyridin-3-yl)-3-methylurea